6-hydroxyhexane-1-sulfonate OCCCCCCS(=O)(=O)[O-]